3-mercaptopropyl-silanetriol SCCC[Si](O)(O)O